(R)-2-(5-fluoro-2-(hydroxymethyl)benzyl)-7-(2-(isopropylamino)-5-methylpyrimidin-4-yl)-3-(methoxymethyl)-3,4-dihydropyrrolo[1,2-a]pyrazin-1(2H)-one FC=1C=CC(=C(CN2C(C=3N(C[C@@H]2COC)C=C(C3)C3=NC(=NC=C3C)NC(C)C)=O)C1)CO